5-morpholino-4H-1,2,4-triazol-3-amine O1CCN(CC1)C=1NC(=NN1)N